(2R,3R,4S,5R,6R)-8-(3-chlorophenyl)-2-(hydroxymethyl)-4-(4-(3,4,5-trifluorophenyl)-1H-1,2,3-triazol-1-yl)-1-oxa-8-azaspiro[5.5]undecane-3,5-diol ClC=1C=C(C=CC1)N1C[C@@]2([C@@H]([C@H]([C@H]([C@H](O2)CO)O)N2N=NC(=C2)C2=CC(=C(C(=C2)F)F)F)O)CCC1